C1(CC1)C#CC=1C=CC(=NC1)C=1N=C(NC(C1)=O)C=1C(=C(CNC(C(C)C)=O)C=CC1F)F N-(3-{4-[5-(cyclopropylethynyl)pyridin-2-yl]-6-oxo-1,6-dihydropyrimidin-2-yl}-2,4-difluorobenzyl)isobutyramide